methyl-(endo)-5-norbornene-2,3-dicarboxylic anhydride CC12C3C(C(C=C1)C2)C(=O)OC3=O